N4-cyclopentyl-N2-(2-methoxy-4-(1-methyl-1H-pyrazol-5-yl)phenyl)-5-(trifluoromethyl)-7H-pyrrolo[2,3-d]pyrimidine-2,4-diamine C1(CCCC1)NC=1C2=C(N=C(N1)NC1=C(C=C(C=C1)C1=CC=NN1C)OC)NC=C2C(F)(F)F